CC(CCCCCC#C)CC 8-methyl-1-decyne